5-hydroxy-1-(pyridin-2-yl)-N-(2-((1,2,3,4-tetrahydroacridin-9-yl)amino)ethyl)-1H-pyrazole-3-carboxamide OC1=CC(=NN1C1=NC=CC=C1)C(=O)NCCNC=1C2=CC=CC=C2N=C2CCCCC12